FC1(CN(CC(C1)N(C(C(F)(F)F)=O)C=1C=NN(C1)C)C(=O)OC(C)(C)C)F Tert-butyl 3,3-difluoro-5-[2,2,2-trifluoro-N-(1-methyl-1H-pyrazol-4-yl)acetamido]piperidine-1-carboxylate